(S)-4-((1-(1-oxo-2-phenyl-8-(2-(trifluoromethyl)pyridin-5-yl)-1,2-dihydroisoquinolin-3-yl)ethyl)amino)pyrido[2,3-d]pyrimidin-5(8H)-one O=C1N(C(=CC2=CC=CC(=C12)C=1C=CC(=NC1)C(F)(F)F)[C@H](C)NC=1C2=C(N=CN1)NC=CC2=O)C2=CC=CC=C2